CC1(CCN(CC1)C1=NOC(=N1)[C@H](C)NC(OC(C)(C)C)=O)C tert-butyl N-[(1S)-1-[3-(4,4-dimethyl-1-piperidyl)-1,2,4-oxadiazol-5-yl]ethyl]carbamate